FC1=C(C#N)C=C(C(=C1)C(SC)S(=O)C)F 2,5-difluoro-4-((methylsulfinyl)(methylthio)methyl)benzonitrile